1-ISOCYANO-3,3-DIPHENYLPROPANE [N+](#[C-])CCC(C1=CC=CC=C1)C1=CC=CC=C1